2-[[[4-cyano-3,3-dideuterio-7-(4-isopropylphenyl)-2H-benzofuran-5-yl]amino]methyl]prop-2-enamide C(#N)C1=C(C=C(C2=C1C(CO2)([2H])[2H])C2=CC=C(C=C2)C(C)C)NCC(C(=O)N)=C